ClC1=C(C=C(CS(=NC(C2=CC=C(C=C2)C2=NOC(=N2)C(F)(F)F)=O)(=O)C)C=C1)F N-((4-chloro-3-fluorobenzyl)(methyl)(oxo)-λ6-sulfaneylidene)-4-(5-(trifluoromethyl)-1,2,4-oxadiazol-3-yl)benzamide